(Z)-3-(1-isopropyl-4-((1-(3,4,5-trimethoxyphenyl)-1H-imidazol-4-yl)amino)-1H-pyrazolo[3,4-d]Pyrimidine-6-yl)but-2-enoic acid ethyl ester C(C)OC(\C=C(\C)/C1=NC(=C2C(=N1)N(N=C2)C(C)C)NC=2N=CN(C2)C2=CC(=C(C(=C2)OC)OC)OC)=O